ClC=1C=2N(C=C(C1)CC1CCC(CC1)C(=O)O)N=C(N2)C 4-[(8-chloro-2-methyl-[1,2,4]triazolo[1,5-a]pyridin-6-yl)methyl]cyclohexanecarboxylic acid